6-isopropyl-1,8-dihydropyrazolo[4,3-g]Quinolin-7-one C(C)(C)C=1C(NC2=CC3=C(C=C2C1)C=NN3)=O